N1C=CC2=C(C=CC=C12)CCNC(C1=CC=C(C=C1)NC(COC1=CC=C(C=C1)C)=O)=O N-[2-(1H-indol-4-yl)ethyl]-4-[(4-tolyloxy)acetamido]benzamide